C(C1=CC=CC=C1)(=O)O.N[Na] aminosodium benzoate